1-(4-bromo-3-fluorophenyl)-1,3-diazinane-2,4-dione BrC1=C(C=C(C=C1)N1C(NC(CC1)=O)=O)F